NC1=CC=C(C2=CC=CC=C12)S(=O)(=O)O.[Na] sodium 4-amino-1-naphthalenesulfonic acid